FC=1C=C(C=C(C1)F)[C@@H]1CC[C@H]2OC3(C(N21)=O)CCN(CC3)C(=O)C3=CC=CC=2N3N=CC2 (5'S,7a'R)-5'-(3,5-difluorophenyl)-1-(pyrazolo[1,5-a]-pyridine-7-carbonyl)-tetrahydro-3'H-spiro-[piperidine-4,2'-pyrrolo[2,1-b][1,3]-oxazol]-3'-one